NC=1C(=CC2=C(OC[C@H]3N2CCN(C3)C(\C=C\CN(C)C)=O)C1)C#N (S,E)-8-amino-3-(4-(dimethylamino)but-2-enoyl)-1,2,3,4,4a,5-hexahydrobenzo[b]pyrazino[1,2-d][1,4]oxazine-9-carbonitrile